C(C)(=O)OC1=CC=C(CC(CCC(C(=O)O)CP(=O)(OCC2=CC=C(C=C2)OC(C)=O)OCC2=CC=C(C=C2)OC(C)=O)=O)C=C1 5-(4-Acetoxybenzyl)-2-((bis((4-acetoxybenzyl)oxy)phosphoryl)methyl)-5-oxopentanoic Acid